2-methylbutan-1,3-diene CC(=C)C=C